2,5-dimethyl-1H-pyrrol-1-amine CC=1N(C(=CC1)C)N